8-ethoxycarbonyl-tetracyclo[4.4.0.12,5.17,10]-3-dodecene C(C)OC(=O)C1C2C3C4C=CC(C3C(C1)C2)C4